FC1=CC=C2[C@H](CC(OC2=C1)(C)C)[C@@H](C)S(=O)(=O)N |o1:5,13| (R*)-1-((S*)-7-fluoro-2,2-dimethylchroman-4-yl)ethane-1-sulfonamide